C(C1=CC=CC=C1)C(COCCC=CC#N)O 8-benzyl-6,9-dioxanonenenitrile